C12N(CC(C1)C2)C=2C=1N(C=CC2C=2C(=NNC2)C)N=C(N1)NC1CCOCC1 8-(2-Azabicyclo[2.1.1]hexan-2-yl)-7-(3-methyl-1H-pyrazol-4-yl)-N-(tetrahydro-2H-pyran-4-yl)-[1,2,4]triazolo[1,5-a]pyridin-2-amine